tert-butyl 3-amino-3-(2-chloro-3-methylphenyl)azetidine-1-carboxylate NC1(CN(C1)C(=O)OC(C)(C)C)C1=C(C(=CC=C1)C)Cl